4,4'-diisothiocyanatodiphenylmethane C1=CC(=CC=C1CC2=CC=C(C=C2)N=C=S)N=C=S